1-(2-isobutyl-4-(trifluoromethyl)benzyl)-3-(1-methyl-1H-indazol-4-yl)urea C(C(C)C)C1=C(CNC(=O)NC2=C3C=NN(C3=CC=C2)C)C=CC(=C1)C(F)(F)F